4-(ethoxymethyl)-4-phenethylpiperidine C(C)OCC1(CCNCC1)CCC1=CC=CC=C1